2,4-dichloro-6-cyclopropyl-5,6,7,8-tetrahydropyrido[4,3-d]pyrimidine ClC=1N=C(C2=C(N1)CCN(C2)C2CC2)Cl